C(C=C)(=O)NC=1SC(=CN1)CN1CCC(CC1)C(=O)NC1=CC=C(C=C1)C 1-((2-acrylamidothiazol-5-yl)methyl)-N-(p-tolyl)piperidine-4-carboxamide